CC=1SC(=CN1)CC(=O)O 2-methylthiazole-5-acetic acid